Trans-(2-chloro-4-phenoxyphenyl)(4-((3-fluoropiperidin-4-yl)amino)-7H-pyrrolo[2,3-d]pyrimidin-5-yl)methanone ClC1=C(C=CC(=C1)OC1=CC=CC=C1)C(=O)C1=CNC=2N=CN=C(C21)N[C@H]2[C@@H](CNCC2)F